COC1=CC=C(CN2N=CC3=C(C2=O)C(=NN3)C(F)(F)F)C=C1 5-(4-methoxybenzyl)-3-(trifluoromethyl)-1,5-dihydro-4H-pyrazolo[3,4-d]pyridazin-4-one